C1(CC1)NC1=CC=2N(C=C1)C=C(N2)C2=CC=C(C=C2)OC Cyclopropyl-[2-(4-methoxy-phenyl)-imidazo[1,2-a]pyridin-7-yl]-amine